C(CCC)C1N(S(C2=C(N(C1)C1=CC=CC=C1)C=C(C(=C2)B2OC(C(O2)(C)C)(C)C)F)(=O)=O)C 3-butyl-7-fluoro-2-methyl-5-phenyl-8-(4,4,5,5-tetramethyl-1,3,2-dioxaborolan-2-yl)-2,3,4,5-tetrahydrobenzo[f][1,2,5]thiadiazepine 1,1-dioxide